bis(N,N-di-sec-butyl-acetamidine) magnesium [Mg].C(C)(CC)N(C(C)=N)C(C)CC.C(C)(CC)N(C(C)=N)C(C)CC